1-methyl-cyclobutane CC1CCC1